methyl ((S)-2-((tert-butoxycarbonyl)amino)-3-(4-chlorophenyl)propyl)-L-valinate C(C)(C)(C)OC(=O)N[C@H](CN[C@@H](C(C)C)C(=O)OC)CC1=CC=C(C=C1)Cl